C=1(C(=CC=CC1)C(=O)N)C=1C(=CC=CC1)C(=O)N 1,1'-biphenyl-2,2'-dicarboxamide